N=1N2C(C=CC1)=CC=C2 pyrrolo[1,2-b]pyridazin